C(C)(C)(C)OC(=O)NCC=1C=CC(=C(C(=O)NC(C)C=2C=C(C=C(C2)C=2C=NN(C2)C)C2=CC=C(S2)C(=O)O)C1)C 5-(3-(1-(5-(((tert-butoxycarbonyl)amino)methyl)-2-methylbenzamido)ethyl)-5-(1-methyl-1H-pyrazol-4-yl)phenyl)thiophene-2-carboxylic acid